O[C@@H]1[C@@H](CO[C@@H]([C@@H]1O)CO)CNC(C(F)(F)F)=O N-(((3R,4R,5R,6R)-4,5-dihydroxy-6-(hydroxymethyl)tetrahydro-2H-pyran-3-yl)methyl)-2,2,2-trifluoroacetamide